CC1=CC=C(C=C1)S(=O)(=O)OCCOCCOCCOCCOCCOCCO Hexaethylene glycol mono(p-toluenesulfonate)